CCO[Si](OC)(OC)CCCOC=CC methylpropenyl-oxypropyl-trimethoxysilane